methyl 8-((4-((5-bromo-4-(((trans)-4-hydroxycyclohexyl) amino) pyrimidin-2-yl) amino) phenyl) amino)-8-oxooctanoate BrC=1C(=NC(=NC1)NC1=CC=C(C=C1)NC(CCCCCCC(=O)OC)=O)N[C@@H]1CC[C@H](CC1)O